NC=1C2=C(N=C(N1)[2H])C=CC(=N2)C=2C=C(C=CC2)N2N=NC(=C2)[C@@]2(C(N(CC2)C)=O)O (S)-3-(1-(3-(4-aminopyrido[3,2-d]pyrimidin-6-yl-2-d)phenyl)-1H-1,2,3-triazol-4-yl)-3-hydroxy-1-methylpyrrolidin-2-one